5,8-Dichloro-6,7-dimethoxy-1,2,3,4-tetrahydroisoquinoline ClC1=C2CCNCC2=C(C(=C1OC)OC)Cl